(E)-dimethyl-amine CNC